N-decyl-N-(ethoxycarbonyl)phenylalanine ethyl ester C(C)OC([C@@H](N(C(=O)OCC)CCCCCCCCCC)CC1=CC=CC=C1)=O